FC1=C(C=C(C=C1)F)CN1N=C(N=C1)C(=O)N[C@@H]1C(N(C=2N(CC1)C=CN2)C)=O 1-[(2,5-Difluorophenyl)methyl]-N-[(7S)-9-methyl-8-oxo-6,7-dihydro-5H-imidazo[1,2-a][1,3]diazepin-7-yl]-1,2,4-triazol-3-carboxamid